3-((5-chloro-3'-fluoro-[1,1'-biphenyl]-3-yl)oxy)-1-((4-methyl-5-oxo-4,5-dihydro-1H-1,2,4-triazol-3-yl)methyl)-4-(trifluoromethyl)pyridin-2(1H)-one ClC=1C=C(C=C(C1)C1=CC(=CC=C1)F)OC=1C(N(C=CC1C(F)(F)F)CC1=NNC(N1C)=O)=O